BrC(C)C=1C=C(C=C2C(C(N(CC12)N1CCC(CC1)(C)C)C)=O)C 8-(1-bromoethyl)-2-(4,4-dimethylpiperidin-1-yl)-3,6-dimethylisoquinolin-4(3H)-one